COC(=O)C1=NNC=C1[N+](=O)[O-].COC=1C=C(C=CC1)C#CC1=C(N)C=CC=C1 2-((3-methoxyphenyl)ethynyl)aniline methyl-4-nitro-1H-pyrazole-3-carboxylate